6-bromoimidazo[1,5-a]pyridine-1-carboxylic acid BrC=1C=CC=2N(C1)C=NC2C(=O)O